NC1=CC=CC(=N1)S(=O)(=O)NC(=O)C=1C(=NC=C(C1)\C=C\CCCC)N1C(CC(C1)C)(C)C N-[(6-Amino-2-pyridyl)sulfonyl]-5-[(E)-hex-1-enyl]-2-(2,2,4-trimethylpyrrolidin-1-yl)pyridin-3-carboxamid